benzyl (2,2,11-trimethyl-4,9-dioxo-3-oxa-5,8,11-triazatetradecan-14-yl)carbamate CC(C)(OC(NCCNC(CN(CCCNC(OCC1=CC=CC=C1)=O)C)=O)=O)C